4-[3-[2,6-Dichloro-4-(7-methyl-2,7-diazaspiro[3.4]oct-2-yl)benzoyl]-2,4-dihydro-1,3-benzoxazin-8-yl]-5-fluoro-2-(3-oxa-8-azabicyclo[3.2.1]oct-8-yl)benzoic acid ClC1=C(C(=O)N2COC3=C(C2)C=CC=C3C3=CC(=C(C(=O)O)C=C3F)N3C2COCC3CC2)C(=CC(=C1)N1CC2(C1)CCN(C2)C)Cl